4-(2-acryloyl-2,6-diazaspiro[3.4]octan-6-yl)-5-cyano-6-(5-methyl-1H-indazol-4-yl)pyrimidine-2-sulfonamide C(C=C)(=O)N1CC2(C1)CN(CC2)C2=NC(=NC(=C2C#N)C2=C1C=NNC1=CC=C2C)S(=O)(=O)N